C(C)NC(=O)NC1=NC2=C(N1)C=CC(=C2)C2=C(C=CC(=C2)CC2=NNC(C1=CC=C(C=C21)C(F)(F)F)=O)F 1-Ethyl-3-(5-(2-fluoro-5-((4-oxo-7-(trifluoromethyl)-3,4-dihydrophthalazin-1-yl)methyl)phenyl)-1H-benzoimidazol-2-yl)urea